ClCC(=O)NC(NC1=CC(=C(C=C1)[N+](=O)[O-])Cl)=O 2-chloro-N-((3-chloro-4-nitrophenyl)carbamoyl)acetamide